N-(2-(4-(4-(cyclopropylmethyl)piperazine-1-yl)piperidine-1-yl)-5-((6-((R)-3-(2,3-dichlorophenyl)-isoxazolidine-2-yl)pyrimidine-4-yl)amino)-4-methoxy-phenyl)acrylamide C1(CC1)CN1CCN(CC1)C1CCN(CC1)C1=C(C=C(C(=C1)OC)NC1=NC=NC(=C1)N1OCC[C@@H]1C1=C(C(=CC=C1)Cl)Cl)NC(C=C)=O